N2-(tert-butoxycarbonyl)-N1-((1S)-3-chloro-2-oxo-1-{[(3S)-2-oxopyrrolidin-3-yl]methyl}propyl)-L-leucinamide C(C)(C)(C)OC(=O)N[C@@H](CC(C)C)C(=O)N[C@H](C(CCl)=O)C[C@H]1C(NCC1)=O